5-chloro-1H-pyrazolo[4,5-b]pyridine ClC1=CC=C2C(=N1)C=NN2